(S)-2-(N-[4-amino-5-[4-(difluoromethoxy)benzoyl]thiazol-2-yl]-3,4-difluoro-anilino)propanamide NC=1N=C(SC1C(C1=CC=C(C=C1)OC(F)F)=O)N(C1=CC(=C(C=C1)F)F)[C@H](C(=O)N)C